5-(3-(((1r,4r)-4-(5-chloro-2-(methylamino)nicotinamido)cyclohexyl)methyl)-2-oxo-2,3-dihydro-1H-benzo[d]imidazol-1-yl)-N-methylpicolinamide ClC=1C=NC(=C(C(=O)NC2CCC(CC2)CN2C(N(C3=C2C=CC=C3)C=3C=CC(=NC3)C(=O)NC)=O)C1)NC